nonylphenylether C(CCCCCCCC)OC1=CC=CC=C1